3-(3-(1-(2-(2-fluoro-5-((6-fluoro-4-(isopropylsulfonyl)-1H-indol-5-yl)oxy)phenyl)-1H-imidazol-4-yl)-1-hydroxyethyl)phenyl)propanoic acid FC1=C(C=C(C=C1)OC=1C(=C2C=CNC2=CC1F)S(=O)(=O)C(C)C)C=1NC=C(N1)C(C)(O)C=1C=C(C=CC1)CCC(=O)O